C1(CC1)NC(C(=C)C)=O N-cyclopropyl-methacrylamide